tert-Butyl (2-((2-(5'-amino-1H,1'H-[4,4'-bipyrazol]-1-yl)pyridin-4-yl)oxy)ethyl)carbamate NC1=C(C=NN1)C=1C=NN(C1)C1=NC=CC(=C1)OCCNC(OC(C)(C)C)=O